C(C)C1N(CCC(C1)=O)C(=O)OC(C)(C)C tert-butyl 2-ethyl-4-oxo-piperidine-1-carboxylate